(1-cyclobutanecarbonylpyrrolidin-3-yl)-methanone C1(CCC1)C(=O)N1CC(CC1)C=O